3-chloro-1-(difluoromethyl)-N-methyl-1H-indole-6-carboxamide ClC1=CN(C2=CC(=CC=C12)C(=O)NC)C(F)F